CC=1N=C(C2=C(N1)N=CC(=C2)N2[C@@H]1CN([C@H](C2)C1)C(=O)OC(C)(C)C)N[C@H](C)C1=C(C(=CC=C1)C(F)(F)F)C tert-butyl (1S,4S)-5-[2-methyl-4-({(1R)-1-[2-methyl-3-(trifluoromethyl)phenyl]ethyl}amino)pyrido[2,3-d]pyrimidin-6-yl]-2,5-diazabicyclo[2.2.1]heptane-2-carboxylate